[Sn].[Pb] lead TiN